2-(tert-butyldimethylsilyloxy)-1-(6-methoxy-5-(trifluoromethyl)pyridin-3-yl)ethan-1-ol ethyl-3-(isoxazol-3-yl)propanoate methyl-3-methylpyrazolo[1,5-a]pyridine-5-carboxylate CC1=NN2C(C=C(C=C2)C(=O)O)=C1C.C(C)C(C(=O)O)CC1=NOC=C1.[Si](C)(C)(C(C)(C)C)OCC(O)C=1C=NC(=C(C1)C(F)(F)F)OC